C(N)(=N)C=1C=C2[C@](C[C@H](NC2=CC1)C=1C=C(C=C(C1)NC(CC(C)C)=O)C1=C(C(=O)O)C=C(C=C1)C(N)=O)(C1=CC=CC=C1)C 2-[3-[(2S,4R)-6-carbamimidoyl-4-methyl-4-phenyl-2,3-dihydro-1H-quinolin-2-yl]-5-(3-methylbutanoylamino)phenyl]-5-carbamoylbenzoic acid